C(CCCCCCCCCCC)NC(=O)[C@@H]1NC(SC1)C1=CC(=C(C=C1)OC)F (4S)-N-dodecyl-2-(3-fluoro-4-methoxyphenyl)-1,3-thiazolidine-4-carboxamide